C(C)NC1=CC=C2C(=NC=NC2=C1)NC(C)C1=C(C(=CC=C1)C(F)(F)F)C 7-(ethylamino)-4-((1-(2-methyl-3-(trifluoromethyl)phenyl)ethyl)amino)quinazoline